CC1(CCCCC1)C(=O)O[C@H]1O[C@@]([C@@H]([C@@H]1O)O)(C#N)C1=CC=C2C(=NC=NN21)N ((2R,3S,4R,5R)-5-(4-Aminopyrrolo[2,1-f][1,2,4]triazin-7-yl)-5-cyano-3,4-dihydroxytetrahydrofuran-2-yl) methylcyclohexanecarboxylate